2-((7-Bromobenzo[d][1,3]di-oxol-5-yl)oxy)-5-(trifluoro-methyl)pyridine BrC1=CC(=CC2=C1OCO2)OC2=NC=C(C=C2)C(F)(F)F